ClC1=C(C=C(OCC(=O)NC23CC(C2)(C3)NC(COC3=CC(=C(C=C3)Cl)I)=O)C=C1)F 2-(4-chloro-3-fluorophenoxy)-N-{3-[2-(4-chloro-3-iodophenoxy)acetylamino]bicyclo-[1.1.1]pentan-1-yl}acetamide